1,1'-ethane-1,2-diylbis(2-methyl-3,4-dihydroisoquinolinium) bis(4-methylbenzenesulfonate) CC1=CC=C(C=C1)S(=O)(=O)[O-].CC1=CC=C(C=C1)S(=O)(=O)[O-].C(CC1=[N+](CCC2=CC=CC=C12)C)C1=[N+](CCC2=CC=CC=C12)C